trimesic acid tris(2-methylcyclohexyl amide) CC1C(CCCC1)NC(C1=CC(C(=O)NC2C(CCCC2)C)=CC(C(=O)NC2C(CCCC2)C)=C1)=O